1-(2-(((2-carbamoyl-4-methylthiophen-3-yl)methyl)amino)-2-oxoethyl)-1-(2-oxo-2-((1-phenylethyl)amino)ethyl)azepan-1-ium bromide [Br-].C(N)(=O)C=1SC=C(C1CNC(C[N+]1(CCCCCC1)CC(NC(C)C1=CC=CC=C1)=O)=O)C